4-fluoro-2-(1-hydroxyethyl)phenol FC1=CC(=C(C=C1)O)C(C)O